(S)-2-((((9H-fluoren-9-yl)methoxy)carbonyl)(methyl)amino)-3-(4-chloro-3-methylphenyl)propanoic acid C1=CC=CC=2C3=CC=CC=C3C(C12)COC(=O)N([C@H](C(=O)O)CC1=CC(=C(C=C1)Cl)C)C